CNS(=O)(=O)C1=CC=C(NS(=O)(C2=CC=C(C=C2)N)=O)C=C1 4'-(methyl-sulfamoyl)sulfanilanilide